4,4,4-trifluoro-2-[(4-fluorophenyl)methyl]-N-(8-fluoro-3-quinolyl)-2-methyl-butanamide FC(CC(C(=O)NC=1C=NC2=C(C=CC=C2C1)F)(C)CC1=CC=C(C=C1)F)(F)F